CS(=O)(=O)C1(CC1)C1=NOC(=N1)C(=O)OCC ethyl 3-(1-methylsulfonylcyclopropyl)-1,2,4-oxadiazole-5-carboxylate